7-({3-[1-(3-piperidinopropionyl)-3-azetidinyl]-1-azetidinyl}carbonyl)-1,2,3a-triaza-3(2H)-indenone N1(CCCCC1)CCC(=O)N1CC(C1)C1CN(C1)C(=O)C1=CC=CN2C(NN=C12)=O